4-fluoro-6-(2-methyl-2H-indazol-5-yl)-2-(piperidin-4-yl)-1,3-benzothiazole hydrochloride Cl.FC1=CC(=CC2=C1N=C(S2)C2CCNCC2)C2=CC1=CN(N=C1C=C2)C